COC1=CC=C(C=C1)[C@@](C)(C#C)C=1N=C(SC1)NC(=O)N (R)-1-(4-(2-(4-methoxyphenyl)but-3-yn-2-yl)thiazol-2-yl)urea